C(C)(C)(C)[C@](N(C(=O)N1C=NC=C1)C(C)(C)C)(CCC(=O)O)C(=O)O.CN1C=C(C=C(C1=O)C)C1=CC(=CC=2CC(OC21)CCC)NS(=O)(=O)CC N-[7-(1,5-dimethyl-6-oxopyridin-3-yl)-2-propyl-2,3-dihydro-1-benzofuran-5-yl]ethanesulfonamide (di-tert-butyl (1H-imidazole-1-carbonyl)-L-glutamate)